tert-butyl 3-(4-pyrimidin-2-yl-6-thioxo-pyridazin-1-yl)propanoate N1=C(N=CC=C1)C=1C=NN(C(C1)=S)CCC(=O)OC(C)(C)C